C(CSCCCCCCCC)O 3-Thiaundecanol